5-(azetidin-1-yl)pyridin-2-amine N1(CCC1)C=1C=CC(=NC1)N